ClC=C(C(F)(F)F)Cl (E)- or (Z)-1,2-dichloro-3,3,3-trifluoro-1-propene